1-cyclohexyl-3-(2-morpholinoethyl)-carbodiimide C1(CCCCC1)N=C=NCCN1CCOCC1